N-[(5-cyclopropyl-6-fluoropyridin-2-yl)(phenyl)methyl]-1-{2-[3-(difluoromethyl)-5-methyl-1H-pyrazol-1-yl]acetyl}-4-fluoropyrrolidine-2-carboxamide C1(CC1)C=1C=CC(=NC1F)C(NC(=O)C1N(CC(C1)F)C(CN1N=C(C=C1C)C(F)F)=O)C1=CC=CC=C1